4-methyl-5-(beta-aminoethyl)-thiazole CC=1N=CSC1CCN